(1r,5s,6r)-5-(2,6-difluoro-3-((2-methoxypyrido[3,4-b]pyrazin-5-yl)amino)phenyl)-5-(fluoromethyl)-2-oxa-4-azabicyclo[4.1.0]hept-3-en-3-amine FC1=C(C(=CC=C1NC1=NC=CC=2C1=NC=C(N2)OC)F)[C@]2(N=C(O[C@@H]1C[C@H]21)N)CF